ClC1=CC=C(C=C1)N1C(=C(C=C1\C=C\CCS(=O)(=O)C)C(C)=O)C (E)-1-(1-(4-chlorophenyl)-2-methyl-5-(4-(methylsulfonyl)but-1-en-1-yl)-1H-pyrrol-3-yl)ethan-1-one